methyl-N-((t-butoxycarbonyl)-L-phenylalanyl)-S-(methyl-d3)-L-cysteine CN([C@@H](CSC([2H])([2H])[2H])C(=O)O)C([C@@H](NC(=O)OC(C)(C)C)CC1=CC=CC=C1)=O